6-[(3-{[(1H-indol-6-yl)methyl]amino}pyrido[2,3-b]pyrazin-6-yl)amino]spiro[3.3]heptan-2-ol N1C=CC2=CC=C(C=C12)CNC1=CN=C2C(=N1)N=C(C=C2)NC2CC1(CC(C1)O)C2